CN1N=C(C=C1C)C1=NN2C(N=C(C=C2N2CCOCC2)N2N=C(C=C2)C=2C=C(C=CC2)C)=C1 4-[2-(1,5-dimethylpyrazol-3-yl)-5-[3-(m-tolyl)pyrazol-1-yl]pyrazolo[1,5-a]pyrimidin-7-yl]morpholine